5-(4-((7-Ethyl-6-oxo-5,6-dihydro-1,5-naphthyridin-3-yl)methyl)piperazin-1-yl)-N-(spiro[3.3]Hept-2-yl)pyridineamide C(C)C=1C(NC=2C=C(C=NC2C1)CN1CCN(CC1)C=1C=CC(=NC1)C(=O)NC1CC2(C1)CCC2)=O